5-(piperidin-2-yl)-1,2,4-oxadiazole N1C(CCCC1)C1=NC=NO1